bis(2-methylphenyl)carbodiimide CC1=C(C=CC=C1)N=C=NC1=C(C=CC=C1)C